C(=O)(O)CCC1=CNC2=CC=CC=C12 3-(2-carboxyethyl)-1H-indole